6-(3,3-difluoropyrrolidin-1-yl)-13-methoxy-5,8,12,14-tetrazatetracyclo[16.4.0.02,7.010,15]docosa-1(22),2(7),3,5,10(15),11,13,18,20-nonaen-9-one FC1(CN(CC1)C1=NC=CC=2C3=CC=CC=C3CCC=3N=C(N=CC3C(NC12)=O)OC)F